CC1=CC=CC=2C3=C(NC12)N=C(N=N3)S 6-methyl-5H-[1,2,4]triazino[5,6-b]indole-3-thiol